N1=C(C=CC2=CC=CC=C12)COC1=CC=C(C=C1)C=CC(=O)C1=C(C(=O)O)C=CC=C1 2-(3-(4-(Quinolin-2-ylmethoxy)phenyl)acryloyl)benzoic acid